N-(2-(diethylamino)ethyl)-3-((6-(2,3-dihydrobenzofuran-5-yl)-1H-indazol-3-yl)amino)benzamide C(C)N(CCNC(C1=CC(=CC=C1)NC1=NNC2=CC(=CC=C12)C=1C=CC2=C(CCO2)C1)=O)CC